N-(2-hydroxy-2-phenylethyl)-2-isopropyl-5,5-dimethyl-Cyclohexane-1-carboxamide tert-butyl-((1S,2S)-2-amino-2,3-dihydro-1H-inden-1-yl)carbamate C(C)(C)(C)N(C(O)=O)[C@@H]1[C@H](CC2=CC=CC=C12)N.OC(CNC(=O)C1C(CCC(C1)(C)C)C(C)C)C1=CC=CC=C1